FC1=CC=C(C=C1)C1=C(C(=C2N=C(C(=NC2=C1)N)N)C1=CC=C(C=C1)F)[N+](=O)[O-] (E)-bis(4-fluorophenyl)-6-nitroquinoxaline-2,3-diamine